N-(4-(2-(3,5-Difluoro-4-(hydroxymethyl)phenyl)propyl)-6-(((R)-1-hydroxy-4-methylpentan-2-yl)amino)-1,3,5-triazin-2-yl)methanesulfonamide FC=1C=C(C=C(C1CO)F)C(CC1=NC(=NC(=N1)N[C@@H](CO)CC(C)C)NS(=O)(=O)C)C